C(C)(C)C1(C=2C=C(C(NC2C2=C(C1)C=C(C(=C2)OC)OCCCOC)=O)C(=O)O)C 5-isopropyl-9-methoxy-8-(3-methoxypropoxy)-5-methyl-2-oxo-1,2,5,6-tetrahydrobenzo[h]quinoline-3-carboxylic acid